(2S)-1-(2-((4R)-4-methyl-2-oxooxazolidin-3-yl)-5,6-dihydrobenzo[f]imidazo[1,2-d][1,4]oxazepin-9-yl)pyrrolidine-2-carboxamide C[C@H]1N(C(OC1)=O)C=1N=C2N(CCOC3=C2C=CC(=C3)N3[C@@H](CCC3)C(=O)N)C1